[OH-].[Li+] Lithium hydroxide salt